3-(3,5-dichlorophenyl)-5-((R)-15-(3,4-diphenethoxy-phenoxy)-14-hydroxy-6,9-dioxa-3,12-diazapentadecyl)-5-methyloxazolidine-2,4-dione ClC=1C=C(C=C(C1)Cl)N1C(OC(C1=O)(C)CCNCCOCCOCCNC[C@H](COC1=CC(=C(C=C1)OCCC1=CC=CC=C1)OCCC1=CC=CC=C1)O)=O